C(#N)C1=CC=2N(N=C1)C(=CC2)C2=CC(=C(C=N2)C2=NN=C(S2)C(=O)NC2CC(C2)O)NC(C)C 5-(6-(3-cyanopyrrolo[1,2-b]pyridazin-7-yl)-4-(isopropylamino)pyridin-3-yl)-N-((1r,3r)-3-hydroxycyclobutyl)-1,3,4-thiadiazole-2-carboxamide